NC=1SC=C(N1)C1=CC(=C(N1COCC[Si](C)(C)C)C1=C(C=C(C=C1)Cl)Cl)C#N 5-(2-amino-1,3-thiazol-4-yl)-2-(2,4-dichlorophenyl)-1-{[2-(trimethylsilyl)ethoxy]methyl}-1H-pyrrole-3-carbonitrile